BrC1=C(C=C2CN(C(C2=C1)=O)C1CCCC1)OCC=1C=C(C=CC1)C=1C=CC(=C(C(=O)O)C1)Cl 5-{3-[(6-Bromo-2-cyclopentyl-1-oxoisoindolin-5-yloxy)methyl]phenyl}-2-chlorobenzoic acid